dithiophosphorate P([S-])([O-])([O-])=S